platinum (II) nitrate [N+](=O)([O-])[O-].[Pt+2].[N+](=O)([O-])[O-]